(5RS)-2-[(6-Chloropyridin-3-yl)methyl]-5-[(3,3-difluoropyrrolidin-1-yl)carbonyl]-2,5,6,7-tetrahydro-3H-pyrrolo[2,1-c][1,2,4]triazol-3-one ClC1=CC=C(C=N1)CN1N=C2N(C1=O)[C@H](CC2)C(=O)N2CC(CC2)(F)F |r|